C(C)(C)(C)OC(=O)N1CC(C(CC1)=C)O.FC(C(C(F)(F)F)(C(C(C(C(F)(F)F)(F)F)(F)F)(OCC)F)F)(F)F 2-(trifluoromethyl)-3-2-ethoxydodecafluorohexane Tert-Butyl-3-Hydroxy-4-Methylene-Piperidine-1-Carboxylate